BrC(=C(C1=CC=C(C=C1)C1CCN(CC1)S(=O)(=O)C)Br)C=1C(=NC=CN1)C#N 3-(1,2-Dibromo-2-(4-(1-(methylsulfonyl)piperidin-4-yl)phenyl)vinyl)pyrazine-2-carbonitrile